2-[6-[3-(Difluoromethyl)-4-fluoro-phenyl]pyrazolo[4,3-b]pyridin-1-yl]-1-[3-(fluoromethyl)azetidin-1-yl]ethanone FC(C=1C=C(C=CC1F)C=1C=C2C(=NC1)C=NN2CC(=O)N2CC(C2)CF)F